NC1=NC=CC=2N1C(=NC2C2CN(CCC2)CC#CC)C2=CC(=C(C(=O)NC1=NC=CC(=C1)C#N)C=C2)F 4-(5-amino-1-(1-(but-2-ynyl)piperidin-3-yl)imidazo[1,5-c]pyrimidin-3-yl)-N-(4-cyanopyridin-2-yl)-2-fluorobenzamide